1-benzyl-5-bromo-2-oxo-1,2-dihydropyridine-3-carboxylic acid C(C1=CC=CC=C1)N1C(C(=CC(=C1)Br)C(=O)O)=O